6'-(5-fluoro-2-isopropoxyphenyl)-2'-oxo-1',4'-dihydro-2'H-spiro[pyrrolidine-3,3'-quinoline]-1-carbonitrile FC=1C=CC(=C(C1)C=1C=C2CC3(C(NC2=CC1)=O)CN(CC3)C#N)OC(C)C